C(C1=CC=CC=C1)OC(=O)N([C@H](C(=O)OCC1=CC=CC=C1)CC(=O)SCC)C benzyl (S)-2-(((benzyloxy) carbonyl) (methyl) amino)-4-(ethylsulfanyl)-4-oxobutanoate